(R)-3-Fluoro-N-(3-methyl-1,1-dioxidotetrahydrothiophen-3-yl)-5-((3-(2,2,2-trifluoroethoxy)pyridin-2-yl)oxy)pyrazolo[1,5-a]pyridine-2-carboxamide FC=1C(=NN2C1C=C(C=C2)OC2=NC=CC=C2OCC(F)(F)F)C(=O)N[C@]2(CS(CC2)(=O)=O)C